(S)-2-amino-5-methoxytetralin N[C@@H]1CC2=CC=CC(=C2CC1)OC